3-(ethoxymethoxy)-2-fluoro-4-(4,4,5,5-tetramethyl-1,3,2-dioxaborolan-2-yl)benzaldehyde C(C)OCOC=1C(=C(C=O)C=CC1B1OC(C(O1)(C)C)(C)C)F